2-O-acetyl-3,4,6-tri-O-benzyl-D-mannopyranose C(C)(=O)O[C@@H]1C(O)O[C@@H]([C@H]([C@@H]1OCC1=CC=CC=C1)OCC1=CC=CC=C1)COCC1=CC=CC=C1